Cl.CC1=CC(=NO1)C(=O)N 5-methylisoxazole-3-carboxamide, hydrochloride